NC1=NC(=C(C=2N1N=C(N2)CC2=NC=CC=C2)C2=C(N=CO2)C)C=2C(=C(C#N)C=CC2)F (5-amino-8-(4-methyloxazol-5-yl)-2-(pyridin-2-ylmethyl)-[1,2,4]triazolo[1,5-c]pyrimidin-7-yl)-2-fluorobenzonitrile